2,2-dimethylhexane-1,3-diol CC(CO)(C(CCC)O)C